Cl.COC(=O)C1CC(C1)N (1r,3r)-3-aminocyclobutane-1-carboxylic acid methyl ester hydrochloride